N=1C=NN2C1C=C(C=C2)OC2=C(C=C(C=C2)NC2=NC=NN1C2=C(C=C1)N1CCN(CC(C1)(F)F)C(C(F)Cl)=O)C 1-(4-(4-((4-([1,2,4]triazolo[1,5-a]pyridin-7-yloxy)-3-methylphenyl)amino)pyrrolo[2,1-f][1,2,4]triazin-5-yl)-6,6-difluoro-1,4-diazepan-1-yl)-2-chloro-2-fluoroethan-1-one